C(CC)(=O)N1N(C(CCC1)(C(=O)O)CC(CO)(C)C)C=1C(=NC=CC1)[C@H](C)OC propionyl-3-(3-hydroxy-2,2-dimethylpropyl)-2-(2-((S)-1-methoxyethyl)pyridin-3-yl)hexahydropyridazine-3-carboxylic acid